6-(5'-Fluoro-6'-methyl-[2,2'-bipyridin]-3-yl)imidazo[1,2-a]pyridin-2-carboxamid FC=1C=CC(=NC1C)C1=NC=CC=C1C=1C=CC=2N(C1)C=C(N2)C(=O)N